C(C)OC(=O)C1=C(NC(=N[C@H]1C1=C(C(=C(C=C1)F)F)F)C=1SC=CN1)CN1C[C@H](N(CC1)C(=O)N1CCC(CC1)CC(=O)O)C 2-(1-((R)-4-(((R)-5-(ethoxycarbonyl)-2-(thiazol-2-yl)-6-(2,3,4-trifluorophenyl)-3,6-dihydropyrimidin-4-yl)methyl)-2-methylpiperazin-1-carbonyl)piperidin-4-yl)acetic acid